FC=1C=C(C#N)C=CC1OC([2H])([2H])C1=NC(=CC=C1)OC1CCNCC1 3-fluoro-4-((6-(piperidin-4-yloxy)pyridin-2-yl)methoxy-d2)benzonitrile